CC1=NNC(=C1C1=CN(C2=NC=C(C=C21)C2=CC=C(C=C2)N2CCN(CC2)C)[SH4]OOC2=CC=C(C=C2)C)C 3-(3,5-dimethyl-1H-pyrazol-4-yl)-1-[(4-methylphenyl)dioxy-lambda6-thio]-5-[4-(4-methylpiperazin-1-yl)phenyl]pyrrolo[2,3-b]pyridine